C(CCCCCCCCCCCCCCCCC)(=O)OC(C(OC(CCCCCCCCCCCCCCCCC)=O)COC(CCCCCCCCCCCCCCCCC)=O)O hydroxyglycerol tristearate